C(C1=CC=CC=C1)C1=NOC(=N1)[C@H](CC=1N=CN(C1)C(=O)OC(C)(C)C)NC(=O)OC(C)(C)C tert-butyl (S)-4-(2-(3-benzyl-1,2,4-oxadiazol-5-yl)-2-((tert-butoxycarbonyl) amino) ethyl)-1H-imidazole-1-carboxylate